(S)-2-(5-(3-((2-chloro-5-(5-(oxetan-3-yloxy)pyrazin-2-yl)pyridin-4-yl)amino)butoxy)-1-methyl-1H-pyrazol-4-yl)pyrimidin-4-amine ClC1=NC=C(C(=C1)N[C@H](CCOC1=C(C=NN1C)C1=NC=CC(=N1)N)C)C1=NC=C(N=C1)OC1COC1